COC([C@@H](CC1=CC(=C(C=C1)OC)Cl)NC(=O)OC(C)(C)C)=O (R)-2-((tert-butoxycarbonyl)amino)-3-(3-chloro-4-methoxyphenyl)-propionic acid methyl ester